C(C)(C)(C)OC(=O)C1=CC(=NC(=C1)Cl)C1=CC(=C(C=C1)CC=1N(C2=C(N1)C=CC(=C2)C(=O)OC)CCOC)F methyl 2-[[4-(4-tert-butoxycarbonyl-6-chloro-2-pyridyl)-2-fluoro-phenyl]methyl]-3-(2-methoxyethyl)benzimidazole-5-carboxylate